C1=C2C=CC3=CC(=CC=C13)C(=O)OC2=O naphthalene-2,6-dicarboxylic anhydride